CP(=O)(C)C=1C=CC(=NC1)C(=O)N 5-(dimethylphosphoryl)pyridinecarboxamide